N-(5-((4-chlorobenzyl)oxy)-1,3,4-thiadiazol-2-yl)-3-(2-methoxyphenyl)isonicotinamide ClC1=CC=C(COC2=NN=C(S2)NC(C2=C(C=NC=C2)C2=C(C=CC=C2)OC)=O)C=C1